tert-Butyl 2-(2-{(S)-(4,4-difluorocyclohexyl)[(4-methyl-1,2,5-oxadiazole-3-carbonyl)-amino]methyl}-4-fluoro-1H-benzimidazol-5-yl)-4,4,4-trifluorobutanoate FC1(CCC(CC1)[C@@H](C1=NC2=C(N1)C=CC(=C2F)C(C(=O)OC(C)(C)C)CC(F)(F)F)NC(=O)C2=NON=C2C)F